4-bromophenylpropylcyclobutane BrC1=CC=C(C=C1)CCCC1CCC1